methyl 4-(bromomethyl)-2-hydroxybenzoate BrCC1=CC(=C(C(=O)OC)C=C1)O